5-(3,3-difluoropyrrolidine-1-carbonyl)-4-(2-((6,6-dimethyl-2,4-dioxo-3-azabicyclo[3.1.0]hexan-3-yl)methyl)thieno[3,2-b]pyridin-7-yl)-6-methylpicolinonitrile FC1(CN(CC1)C(=O)C=1C(=CC(=NC1C)C#N)C1=C2C(=NC=C1)C=C(S2)CN2C(C1C(C1C2=O)(C)C)=O)F